The molecule is an amino disaccharide consisting of 6-O-methyl-beta-D-galactosamine having a 2-O-methyl-beta-D-tyvelosyl residue attached at the 3-position and with the anomeric hydroxy group replaced by methoxy. It has a role as an epitope. It is an amino disaccharide and a methyl glycoside. C[C@@H]1[C@H](C[C@@H]([C@@H](O1)O[C@@H]2[C@H]([C@@H](O[C@@H]([C@@H]2O)COC)OC)NC(=O)C)OC)O